C(#N)C(C)(C)C=1C=C(C(=O)NC2=CC(=C(C=C2)C)N2N=CC(=C2)C=2C=NC=CC2O[C@@H]2COCC2)C=CC1 (S)-3-(2-cyanopropan-2-yl)-N-(4-methyl-3-(4-(4-((tetrahydrofuran-3-yl)oxy)pyridin-3-yl)-1H-pyrazol-1-yl)phenyl)benzamide